5-[3-[[cyclopropyl(2-methoxyethyl)amino]methyl]azetidin-1-yl]-N-(8-fluoro-2-methyl-imidazo[1,2-a]pyridin-6-yl)pyrazine-2-carboxamide C1(CC1)N(CCOC)CC1CN(C1)C=1N=CC(=NC1)C(=O)NC=1C=C(C=2N(C1)C=C(N2)C)F